C(C)(C)(C)C1=CC2=C(C3=CC=CC=C3C(=C2C=C1)OCCCC)OCCCC 2-tert-butyl-9,10-dibutoxyanthracene